4-[(3S)-3-amino-3-methylpyrrolidin-1-yl]-5-(3,5-difluorophenyl)-N-(2-ethylbutyl)pyridine-3-carboxamide N[C@@]1(CN(CC1)C1=C(C=NC=C1C1=CC(=CC(=C1)F)F)C(=O)NCC(CC)CC)C